Di-allyl trisulfide C(C=C)SSSCC=C